5-(benzyloxy)-6-methoxy-2-(7-methylbenzo[d]oxazol-2-yl)-1,2,3,4-tetrahydroisoquinoline-3-carboxylic acid ethyl ester C(C)OC(=O)C1N(CC2=CC=C(C(=C2C1)OCC1=CC=CC=C1)OC)C=1OC2=C(N1)C=CC=C2C